(S)-4-cyano-4'-(2-methyl)butoxybiphenyl C(#N)C1=CC=C(C=C1)C1=CC=C(C=C1)OC[C@H](CC)C